Cl.FC1=C(C=CC=C1C[C@@H]1NCC2(CC2)[C@@H]1[N-]S(=O)(=O)C1CC1)C1=CC=CC=C1 N-((6S,7S)-6-((2-fluoro-[1,1'-biphenyl]-3-yl)methyl)-5-azaspiro[2.4]heptan-7-yl)cyclopropanesulfonyl-amide hydrochloride